sinapoyl alcohol C(\C=C\C1=CC(OC)=C(O)C(OC)=C1)(=O)O